OC1=C(\C=N\NC(=O)C=2C(=NC(=NC2)C2=NC=CC=C2)O)C=CC=C1O (E)-N'-(2,3-dihydroxybenzylidene)-4-hydroxy-2-(pyridin-2-yl)pyrimidine-5-carbohydrazide